C12(CC3CC(CC(C1)C3)C2)CN2CCC3(C(C3)CNC3=NN=C(C1=CC=CC=C31)C=3C(=NN(C3)C)C)CC2 N-[[6-(1-adamantylmethyl)-6-azaspiro[2.5]octan-2-yl]methyl]-4-(1,3-dimethylpyrazol-4-yl)phthalazin-1-amine